lithium styryl-sulfonate C(=CC1=CC=CC=C1)S(=O)(=O)[O-].[Li+]